ClC(=O)OCCOC(C)(C)C 2-(tert-butoxy)ethyl chloroformate